5-(5-(3-benzyl-1-((4-fluorophenyl)sulfonyl)pyrrolidin-3-yl)-6-methyl-1H-indazol-1-yl)-1-methylpyridin-2(1H)-one C(C1=CC=CC=C1)C1(CN(CC1)S(=O)(=O)C1=CC=C(C=C1)F)C=1C=C2C=NN(C2=CC1C)C=1C=CC(N(C1)C)=O